O=C1C(CCC1)CC1=CC=C(C=C1)C(C(=O)O)C 2-(4-((2-oxocyclopentyl)-methyl)phenyl)propanoic acid